N-(2-(2-(2-((2-(Benzylamino)-2-oxoethyl)amino)-2-oxoacetyl)pyrrolidin-1-yl)-2-oxoethyl)quinoline-4-carboxamide C(C1=CC=CC=C1)NC(CNC(C(=O)C1N(CCC1)C(CNC(=O)C1=CC=NC2=CC=CC=C12)=O)=O)=O